2-(4-(2-(4-(methylsulfonyl)-2-(trifluoromethyl)phenyl)furo[3,2-b]pyridin-7-yl)pyridin-2-yl)propan-2-ol CS(=O)(=O)C1=CC(=C(C=C1)C1=CC2=NC=CC(=C2O1)C1=CC(=NC=C1)C(C)(C)O)C(F)(F)F